(Z)-2-(4-(7-((2-(2,6-dioxopiperidin-3-yl)-1,3-dioxoisoindol-4-yl)amino)heptanoyl)piperazin-1-yl)-N-(5-((5-fluoro-2-oxoindole-3-ylidene)methyl)-4-methyl-1H-pyrrol-3-yl)acetamide O=C1NC(CCC1N1C(C2=CC=CC(=C2C1=O)NCCCCCCC(=O)N1CCN(CC1)CC(=O)NC1=CNC(=C1C)\C=C\1/C(NC2=CC=C(C=C12)F)=O)=O)=O